OB(C=1C=C(C(=O)NCCCN(CC(=O)O)CCCNC(C2=CC(=CC(=C2)F)B(O)O)=O)C=C(C1)F)O Bis(3-(3-dihydroxyboryl-5-fluorobenzamido)propyl)glycine